C(CCCCCCC\C=C/C\C=C/CCCCC)(=O)OCCC(CCOC(CCC(OCCCC\C=C/CC)OCCCC\C=C/CC)=O)OC(=O)OCC1CN(CCC1)CC 5-((4,4-bis(((Z)-oct-5-en-1-yl)oxy)butanoyl)oxy)-3-((((1-ethylpiperidin-3-yl)methoxy)carbonyl)oxy)pentyl (9Z,12Z)-octadeca-9,12-dienoate